ClC1=CC=C(CN2CC(CCC2)C2=NC=3N(C=C2)N=C(C3C3=CC=NC=C3)C)C=C1 (1-(4-chlorobenzyl)piperidin-3-yl)-2-methyl-3-(pyridin-4-yl)pyrazolo[1,5-a]pyrimidine